CN1C(N=C(C2=C1C=CC(=N2)C#N)N2CCC(CC2)C=2OC1=C(N2)C=C(C=C1)C)=O 1-methyl-4-(4-(5-methylbenzo[d]oxazol-2-yl)piperidin-1-yl)-2-oxo-1,2-dihydropyrido[3,2-d]pyrimidine-6-carbonitrile